C(C)OCCOP(OCCOCC)(OCCOCC)=O Phosphoric acid tris(2-ethoxyethyl) ester